(S)-6-bromo-8-(hydroxymethyl-d2)-2-trifluoromethyl-2H-benzopyran-3-carboxylic acid BrC=1C=C(C2=C(C=C([C@H](O2)C(F)(F)F)C(=O)O)C1)C([2H])([2H])O